FC=1C=C(C=CC1C(C)C)C1(CC(C1)N(C(OCCCC)=O)C)O Butyl (3-(3-fluoro-4-isopropylphenyl)-3-hydroxycyclobutyl)(methyl)carbamate